5-(4-(4-bromo-2-(6-azaspiro[2.5]octan-6-yl)phenyl)-1H-1,2,3-triazol-1-yl)-7-(4,4-difluoropiperidin-1-yl)furo[2,3-c]pyridine BrC1=CC(=C(C=C1)C=1N=NN(C1)C=1C=C2C(=C(N1)N1CCC(CC1)(F)F)OC=C2)N2CCC1(CC1)CC2